7-((1S,2R,3S,4R,5R)-5-cyano-3,4-dihydroxybicyclo[3.1.0]hexan-2-yl)-4-(cyclopentylamino)-7H-pyrrolo[2,3-d]pyrimidine-5-carbonitrile C(#N)[C@@]12[C@H]([C@H]([C@@H]([C@H]2C1)N1C=C(C2=C1N=CN=C2NC2CCCC2)C#N)O)O